tris(2,4,6-trifluoro-3-(trifluoromethyl)phenyl)borane FC1=C(C(=CC(=C1C(F)(F)F)F)F)B(C1=C(C(=C(C=C1F)F)C(F)(F)F)F)C1=C(C(=C(C=C1F)F)C(F)(F)F)F